tert-butyl N-[3-[(4-bromo-2-fluoro-3-formyl-phenoxy)methyl]phenyl]carbamate BrC1=C(C(=C(OCC=2C=C(C=CC2)NC(OC(C)(C)C)=O)C=C1)F)C=O